ClC=1C=C(C=C(C1OCCCCO)Cl)C=1C(CC(NN1)=O)C 6-[3,5-dichloro-4-(4-hydroxybutoxy)phenyl]-5-methyl-4,5-dihydro-2H-pyridazin-3-one